(Z)-5-((5-(4-hydroxyphenyl)furan-2-yl)methylene)-3-propyl-2-thioxothiazolidin-4-one OC1=CC=C(C=C1)C1=CC=C(O1)\C=C/1\C(N(C(S1)=S)CCC)=O